C1(CCCC1)C=1C=CC(=NC1)CN(C(=O)[C@@H]1N(CC1)S(=O)(=O)C1=C(C(=C(C(=C1F)F)F)F)F)C1=C(C=C(C(=O)O)C=C1)F (R)-4-(N-((5-cyclopentylpyridin-2-yl)methyl)-1-((perfluorophenyl)sulfonyl)azetidine-2-carboxamido)-3-fluorobenzoic acid